hexane-1,3-diamine C(CC(CCC)N)N